(S)-2-(8-(2,4-dioxotetrahydropyrimidin-1(2H)-yl)-10-methyl-1,2,4a,5-tetrahydrobenzo[b]pyrazino[1,2-d][1,4]oxazin-3(4H)-yl)acetic acid O=C1N(CCC(N1)=O)C=1C=C(C2=C(OC[C@H]3N2CCN(C3)CC(=O)O)C1)C